COC(=O)C1=NC(=C(C=C1)F)C1=CC=C2C=CN(C2=C1F)C(C(C)(C)C)=O 6-[1-(2,2-dimethylpropionyl)-7-fluoro-1H-indol-6-yl]-5-fluoropyridine-2-carboxylic acid methyl ester